N-(2-chloro-6-fluorophenyl)-4-cyclopropoxy-2-(methylsulfanyl)pyrimidine-5-carboxamide ClC1=C(C(=CC=C1)F)NC(=O)C=1C(=NC(=NC1)SC)OC1CC1